5-(3-(2,2-difluoroethyl)-2-methyl-3H-imidazo[4,5-b]pyridin-5-yl)-N2-((3S,4S)-3-fluoro-1-methylpiperidin-4-yl)-N4-methyl-7H-pyrrolo[2,3-d]pyrimidine-2,4-diamine FC(CN1C(=NC=2C1=NC(=CC2)C2=CNC=1N=C(N=C(C12)NC)N[C@@H]1[C@H](CN(CC1)C)F)C)F